C1(CCCCC1)NC=1NC(/C(/N1)=C/C1=CC2=C(N=C(S2)C)C=C1)=O (4Z)-2-(cyclohexylamino)-4-[(2-methyl-1,3-benzothiazol-6-yl)methylene]-1H-imidazol-5-one